7-Phenylethoxy-2-morpholin-4-yl-chromen-4-one C1(=CC=CC=C1)CCOC1=CC=C2C(C=C(OC2=C1)N1CCOCC1)=O